2-[(1R)-5-{5-chloro-2-[(oxan-4-yl)amino]pyrimidin-4-yl}-1-methoxy-3-oxo-2,3-dihydro-1H-isoindol-2-yl]-N-[(1S)-1-(3-fluoro-5-methoxyphenyl)-2-hydroxyethyl]acetamide ClC=1C(=NC(=NC1)NC1CCOCC1)C=1C=C2C(N([C@@H](C2=CC1)OC)CC(=O)N[C@H](CO)C1=CC(=CC(=C1)OC)F)=O